9-p-toluenesulfonyl-9H-carbazolothiazole CC1=CC=C(C=C1)S(=O)(=O)C1C=CC=C2C=3C=CC4=C(N=CS4)C3N=C12